ClC1=C(C=C(C=C1F)N1CCC=2C=C(N=CC2[C@@H]1C)C(=O)O)F (S)-7-(4-chloro-3,5-difluorophenyl)-8-methyl-5,6,7,8-tetrahydro-2,7-naphthyridine-3-carboxylic acid